(2-((3-chloro-4-fluorophenyl)carbamoyl)-10-methyl-11-oxo-1,3,4,7,8,9,10,11-octahydro-2H-pyrido[4',3':3,4]Pyrazolo[1,5-a][1,4]Diazepin-8-yl)acetic acid methyl ester COC(CC1CN(C(C=2N(C1)N=C1C2CN(CC1)C(NC1=CC(=C(C=C1)F)Cl)=O)=O)C)=O